COC(C[C@H]1CN(CC1)C1=C(C=C(C=C1F)B1OC(C(O1)(C)C)(C)C)F)=O 2-[(3S)-1-[2,6-difluoro-4-(4,4,5,5-tetramethyl-1,3,2-dioxaborolan-2-yl)phenyl]pyrrolidin-3-yl]acetic acid methyl ester